FC(N1C(=NN=C1)C1=C(C=CC(=C1)F)C=1C=C(N)C=C(C1)F)F 3-[2-[4-(difluoromethyl)-1,2,4-triazol-3-yl]-4-fluorophenyl]-5-fluoroaniline